nickel-cobalt-tungsten salt [W].[Co].[Ni]